C(C)(C)OB(OC(C)C)C1=C(C=CC=C1F)F diisopropyl-(2,6-difluorophenyl)boronic acid